C1(CCCCC1)[C@H]1N(S(C2=C(N(C1)C1=CC=CC=C1)C=C(C(=C2)C=2C=CC(=C(C(=O)OC)C2)F)C#CC2=CSC=C2)(=O)=O)C methyl (R)-5-(3-cyclohexyl-2-methyl-1,1-dioxido-5-phenyl-7-(thiophen-3-ylethynyl)-2,3,4,5-tetrahydrobenzo[f][1,2,5]thiadiazepin-8-yl)-2-fluorobenzoate